tin amino alcohol salt NO.[Sn]